O=C(CNC(OC(C)(C)C)=O)NCCC(F)(F)F tert-Butyl (2-oxo-2-((3,3,3-trifluoropropyl)amino)ethyl)carbamate